ClCCCCCCOCCOCC(=O)NC1=CC=C(C=C1)C1C(NC(CC1)=O)=O 2-(2-((6-chlorohexyl)oxy)ethoxy)-N-(4-(2,6-dioxopiperidin-3-yl)phenyl)acetamide